(S)-azetidin-1-yl(6-(4-(4-fluoropyrazolo[1,5-a]pyridin-2-yl)-1,4,6,7-tetrahydro-5H-imidazo[4,5-c]pyridin-5-yl)pyridazin-3-yl)methanone N1(CCC1)C(=O)C=1N=NC(=CC1)N1[C@@H](C2=C(CC1)NC=N2)C2=NN1C(C(=CC=C1)F)=C2